CC1=NN=C(O1)C1=CC(=NC=N1)N1CCC(CC1)C(=O)N1N=CC[C@H]1C1=CC=CC=C1 [1-[6-(5-Methyl-1,3,4-oxadiazol-2-yl)pyrimidin-4-yl]-4-piperidyl]-[(3S)-3-phenyl-3,4-dihydropyrazol-2-yl]methanone